sodium 2,4-dichloro-5-fluorobenzoate ClC1=C(C(=O)[O-])C=C(C(=C1)Cl)F.[Na+]